2-(benzyloxycarbonylamino)-4-methoxy-butyric acid methyl ester COC(C(CCOC)NC(=O)OCC1=CC=CC=C1)=O